6-[n-(4-(aminomethyl)phenyl)carbamyl]-2-naphthalenecarboxamidine C1=CC(=CC=C1CN)NC(=O)C2=CC3=C(C=C2)C=C(C=C3)C(=N)N